C(=O)(O)CN(CCN1CCN(CCN(CC1)CC(=O)O)CC(=O)O)CCCC1=CC=C(C=C1)N=C=S 2,2'-(7-(2-((carboxymethyl)(3-(4-isothiocyanatophenyl)propyl)amino)ethyl)-1,4,7-triazonane-1,4-diyl)diacetic acid